N-[6-[(1-methyl-4-piperidyl)oxy]pyridazin-3-yl]-1,1-diphenyl-methanimine CN1CCC(CC1)OC1=CC=C(N=N1)N=C(C1=CC=CC=C1)C1=CC=CC=C1